Fluoro-5-methyluridine F[C@@]1([C@H](O)[C@H](O)[C@@H](CO)O1)N1C(=O)NC(=O)C(=C1)C